ethylpyrone CCC1=CC=COC1=O